7-Chloro-N-((R)-1-oxo-1-(((S)-1-oxo-3-((S)-2-oxopyrrolidin-3-yl)propan-2-yl)amino)-3-(trimethylsilyl)propan-2-yl)-1H-indole-2-carboxamide ClC=1C=CC=C2C=C(NC12)C(=O)N[C@H](C(N[C@H](C=O)C[C@H]1C(NCC1)=O)=O)C[Si](C)(C)C